ClC(=O)N([C@@H]1CC[C@H](CC1)NC(OC(C)(C)C)=O)C1=NC=C(N=C1)C=1C=NN(C1)C tert-butyl (trans-4-((chlorocarbonyl)(5-(1-methyl-1H-pyrazol-4-yl)pyrazin-2-yl)amino)cyclohexyl)carbamate